3-[5-fluoro-6-[1-[[(3S,4R)-3-fluoro-4-piperidyl]methyl]-4-piperidyl]-1-methyl-indazol-3-yl]piperidine-2,6-dione FC=1C=C2C(=NN(C2=CC1C1CCN(CC1)C[C@@H]1[C@@H](CNCC1)F)C)C1C(NC(CC1)=O)=O